ClC=1C=CC(=C(C1)C1=CC(N(C=C1OC)C(CC)N1C=NN(C1)C1=CC=CC=C1)=O)N1N=NC(=C1)Cl 4-(5-chloro-2-(4-chloro-1H-1,2,3-triazol-1-yl)phenyl)-5-methoxy-1-(1-(1-phenyl-1H-1,2,4-triazol-4-yl)propyl)pyridin-2(1H)-one